6-((5-bromo-6-fluoro-3-(2-morpholinoethyl)-2-oxo-2,3-dihydro-1H-benzo[d]imidazol-1-yl)methyl)nicotinohydrazide BrC1=CC2=C(N(C(N2CCN2CCOCC2)=O)CC2=NC=C(C(=O)NN)C=C2)C=C1F